C(C)N1C(NC2=C(C1=O)C=C(S2)CN2CCN(CC2)C=2C=CC(=NC2F)C#N)=O 5-(4-((3-ethyl-2,4-dioxo-1,2,3,4-tetrahydrothieno[2,3-d]pyrimidin-6-yl)methyl)piperazin-1-yl)-6-fluoropicolinonitrile